6-aminohex-2-enoate NCCCC=CC(=O)[O-]